C(C1=CC=CC=C1)NC(\C=C/C1=CC=C(C=C1)C)=O (Z)-N-benzyl-3-(4-methylphenyl)acrylamide